2-(7-((2S,5R)-4-(1-(4-fluoro-2-(trifluoromethyl)phenyl)ethyl)-2,5-dimethylpiperazin-1-yl)-3,4-dimethyl-5-oxo-4,5-dihydro-2H-pyrazolo[4,3-d]pyrimidin-2-yl)acetonitrile FC1=CC(=C(C=C1)C(C)N1C[C@@H](N(C[C@H]1C)C=1C=2C(N(C(N1)=O)C)=C(N(N2)CC#N)C)C)C(F)(F)F